C(C1=CC=CC=C1)(=O)N1[C@@H](CN(CC1)C(=O)C1=NN2C(N=CC=C2C2=CC(=C(C=C2)OC)OC)=C1)C (R)-(4-benzoyl-3-methylpiperazin-1-yl)(7-(3,4-dimethoxyphenyl)pyrazolo[1,5-a]pyrimidine-2-yl)methanone